6-{5-cyano-1H-pyrrolo[2,3-b]pyridin-1-yl}-4-[(propan-2-yl)amino]-N-[(1R,4R)-4-{4-[4-(methylamino)butyl]piperazine-1-carbonyl}cyclohexyl]pyridine-3-carboxamide C(#N)C=1C=C2C(=NC1)N(C=C2)C2=CC(=C(C=N2)C(=O)NC2CCC(CC2)C(=O)N2CCN(CC2)CCCCNC)NC(C)C